5-benzyl-3-((5-chloro-2-methylthiazole-4-carboxamido)methyl)-4,5-dihydroisoxazole C(C1=CC=CC=C1)C1CC(=NO1)CNC(=O)C=1N=C(SC1Cl)C